6-Fluoro-7-iodo-2-((2-(trimethylsilyl)ethoxy)methyl)-2,4-dihydrochromeno[3,4-d][1,2,3]triazole-8-carbonitrile FC1=C(C(=CC2=C1OCC1=NN(N=C12)COCC[Si](C)(C)C)C#N)I